chloropropyl-trisilane ClCCC[SiH2][SiH2][SiH3]